C(CNC(C(=O)NC1=CC=CC=C1)=O)NC(C(=O)NC1=CC=CC=C1)=O N1,N1'-(ethane-1,2-diyl)bis(N2-phenyloxalamide)